FC(OC1=C(C=C(C=C1)C1=NC=C(C(=N1)C)C(=O)OCC)C1=NC=CC=C1)F ethyl 2-(4-(difluoromethoxy)-3-(pyridin-2-yl) phenyl)-4-methylpyrimidine-5-carboxylate